2-(1-bromoethyl)-5-chloro-3-(5-fluoropyridin-3-yl)quinazolin-4(3H)-one BrC(C)C1=NC2=CC=CC(=C2C(N1C=1C=NC=C(C1)F)=O)Cl